4-hexadecanamidol CCCC(CCCCCCCCCCCC)N